C1(CC1)C1=NC=NC(=C1C1=NC=C(C(=N1)NCC1=CC=C(C=C1)C=1N(C=C(N1)C(F)(F)F)C)P(C)(C)=O)OC (4'-Cyclopropyl-6'-methoxy-4-((4-(1-methyl-4-(trifluoromethyl)-1H-imidazol-2-yl)benzyl)amino)-[2,5'-bipyrimidin]-5-yl)dimethylphosphine oxide